N1CCC(CC1)N(CCCCNCC)CCOCCOCCCC(=O)O 8-(piperidin-4-yl)-11,14-dioxa-3,8-diazaheptadecane-17-carboxylic acid